ClC1(CC=C(C=C1)Cl)S(=O)(=O)[O-] para-dichlorobenzenesulfonate